O1C(=NC2=C1C=CC=C2)NC=2OC1=C(N2)C=CC(=C1)C(=O)NCCOCCO 2-(benzo[d]oxazol-2-ylamino)-N-(2-(2-hydroxyethoxy)ethyl)benzo[d]oxazole-6-carboxamide